O1C(=CC=C1)C1=NN2C(=NC(=CC2=N1)S(=O)(=O)C)N 2-(furan-2-yl)-7-(methylsulfonyl)-[1,2,4]triazolo[1,5-c]pyrimidin-5-amine